6-(4-Chlorophenyl)-N-(2-hydroxy-2-methylpropyl)-2-(1-methyl-1H-pyrazol-4-yl)pyrimidin ClC1=CC=C(C=C1)C1=CC=NC(N1CC(C)(C)O)C=1C=NN(C1)C